CC=1C=C(C=C(C1)C)N(C1=CC(=CC(=C1C(=O)NC=1C=CC=C2C=CC=NC12)C)F)C1=CC(=CC(=C1C(=O)NC=1C=CC=C2C=CC=NC12)C)F 6,6'-((3,5-dimethylphenyl)azanediyl)bis(4-fluoro-2-methyl-N-(quinolin-8-yl)benzamide)